(5-chloro-4-(((3R,6S)-6-(hydroxymethyl)tetrahydro-2H-pyran-3-yl)amino)-1H-pyrrolo[2,3-b]pyridin-3-yl)(4-(2-fluorophenoxy)-2-methylphenyl)methanone ClC=1C(=C2C(=NC1)NC=C2C(=O)C2=C(C=C(C=C2)OC2=C(C=CC=C2)F)C)N[C@H]2CO[C@@H](CC2)CO